CC(CN)CC(CCN)(C)C 2,4,4-Trimethyl-1,6-hexandiamin